azinine N1=CC=CC=C1